Methyl 2-((1RS,4SR,6SR)-6-((5-cyclopropyl-3-(2,6-dichlorophenyl)isoxazol-4-yl)methoxy)-2-azabicyclo[2.2.1]heptan-2-yl)benzo[d]thiazole-6-carboxylate C1(CC1)C1=C(C(=NO1)C1=C(C=CC=C1Cl)Cl)CO[C@H]1C[C@H]2CN([C@@H]1C2)C=2SC1=C(N2)C=CC(=C1)C(=O)OC |r|